6-Methyl-N2-(4-(4-methyl-4H-1,2,4-triazol-3-yl)-2-nitrophenyl)-N8-neopentylpyrido[3,4-d]pyrimidine-2,8-diamine CC1=CC2=C(N=C(N=C2)NC2=C(C=C(C=C2)C2=NN=CN2C)[N+](=O)[O-])C(=N1)NCC(C)(C)C